CC1=CC2=C(NC(CC(=N2)C=2C=C(OC3=CC=C(C=C3)S(=O)(=O)N)C=CC2)=O)C=C1C(F)(F)F 4-(3-(7-Methyl-2-oxo-8-(trifluoromethyl)-2,3-dihydro-1H-benzo[b][1,4]diazepin-4-yl)phenoxy)benzenesulfonamide